2-(benzylamino)-4-(trifluoromethyl)-benzoic acid C(C1=CC=CC=C1)NC1=C(C(=O)O)C=CC(=C1)C(F)(F)F